4-(3-((2-((2-cyclopropyl-4-(4-methylpiperazin-1-yl)phenyl)amino)-5-(trifluoromethyl)pyrimidin-4-yl)amino)propyl)-1-methyl-1,4-diazepan-5-one C1(CC1)C1=C(C=CC(=C1)N1CCN(CC1)C)NC1=NC=C(C(=N1)NCCCN1CCN(CCC1=O)C)C(F)(F)F